CC1=C(NC=C1C=O)C=O 3-METHYL-1H-PYRROLE-2,4-DICARBALDEHYDE